C(C)(C)(C)[Si](OCC1=CC(=C2N=CC(=NC2=C1)OC)B1OC(C(O1)(C)C)(C)C)(C)C 7-((tert-butyl-dimethyl-silyloxy)methyl)-2-methoxy-5-(4,4,5,5-tetramethyl-1,3,2-dioxaborolan-2-yl)quinoxaline